(±)-trans-2-cyano-N-(8-(diphenylmethyleneamino)-6-(4-methylisothiazol-5-yl)isoquinolin-3-yl)cyclopropanecarboxamide C(#N)[C@H]1[C@@H](C1)C(=O)NC=1N=CC2=C(C=C(C=C2C1)C1=C(C=NS1)C)N=C(C1=CC=CC=C1)C1=CC=CC=C1 |r|